5-[(4-bromobutyl)oxy]-1-(3,4-dimethylphenyl)-6-methyl-4,5-dihydropyrazolo[3,4-d]pyrimidin-4-one BrCCCCON1C(=NC2=C(C1=O)C=NN2C2=CC(=C(C=C2)C)C)C